FC(C1=NN(C=C1NC(=O)C=1C=NN2C1N=C(C=C2)N2[C@H]1CO[C@@H](C2)C1)C1CC(C1)C=O)F N-[3-(difluoromethyl)-1-(3-formylcyclobutyl)pyrazol-4-yl]-5-[(1R,4R)-2-oxa-5-aza-Bicyclo[2.2.1]Hept-5-yl]Pyrazolo[1,5-a]Pyrimidine-3-carboxamide